2-{(1R,3aS,7aR,E)-1-[(R)-6-Hydroxy-6-methylheptan-2-yl]-7a-methyloctahydro-4H-inden-4-ylidene}-1-morpholinoethan-1-one OC(CCC[C@@H](C)[C@H]1CC[C@H]2\C(\CCC[C@]12C)=C\C(=O)N1CCOCC1)(C)C